CC1=NOC(=N1)N1CCC(CCC1)N1CCC(CC1)N1N=CC=C1 1-(3-methyl-1,2,4-oxadiazol-5-yl)-4-[4-(1H-pyrazol-1-yl)piperidin-1-yl]azepan